O[C@@H](CO)C1=CC(=NC(=C1)C1=CC=C(C=C1)OC1=C2C=NN(C2=C(C=C1)F)C)C(=O)N (R)-4-(1,2-dihydroxyethyl)-6-(4-((7-fluoro-1-methyl-1H-indazol-4-yl)oxy)phenyl)pyridinecarboxamide